FC1(C=CC2=CC=C(C=C12)[N+](=O)[O-])F 1,1-difluoro-6-nitro-indene